N1CC(C1)C=1C=CC(=NC1)NCC1(CC1)C(F)(F)F 5-(azetidin-3-yl)-N-[[1-(trifluoromethyl)cyclopropyl]methyl]pyridin-2-amine